5-chloro-4-methoxy-benzoic acid ClC=1C(=CC=C(C(=O)O)C1)OC